(R)-1-(5-iodopyridin-2-yl)pyrrolidine-3-carbaldehyde IC=1C=CC(=NC1)N1C[C@@H](CC1)C=O